BrC1=CC=2N(C(N(C(C2S1)=O)C1=CN=CC2=CC=C(C=C12)F)=O)CCC#N 3-(6-bromo-3-(6-fluoroisoquinolin-4-yl)-2,4-dioxo-3,4-dihydrothieno[3,2-d]pyrimidin-1(2H)-yl)propanenitrile